(1,1'-biphenyl)-4-ol C1(=CC=C(C=C1)O)C1=CC=CC=C1